7-(4-cyclopentylpiperazin-1-yl)-2-((4-fluorobenzyl)sulfonyl)-4,4-dimethyl-1,2,3,4-tetrahydroisoquinoline C1(CCCC1)N1CCN(CC1)C1=CC=C2C(CN(CC2=C1)S(=O)(=O)CC1=CC=C(C=C1)F)(C)C